NC1=NC(=C(C=C1C#N)C#N)C1CC1 2-amino-6-cyclopropylpyridine-3,5-dicarbonitrile